ClC1=CC(=C(O[C@H](C(=O)O)C)C=C1)C=1N=COC1 (S)-2-[4-chloro-2-(1,3-oxazol-4-yl)phenoxy]propionic acid